2-Fluoro-4-methylbenzensulfonylchlorid FC1=C(C=CC(=C1)C)S(=O)(=O)Cl